(3S,6S,9S,12S,15S)-6-(aminomethyl)-9-cyclohexyl-16-hexyl-3-((S)-1-hydroxyethyl)-12,15-diisobutyl-13-methyl-1,4,7,10,13,16-hexaazacyclooctadecane-2,5,8,11,14-pentaone NC[C@H]1C(N[C@H](C(NCCN([C@H](C(N([C@H](C(N[C@H](C(N1)=O)C1CCCCC1)=O)CC(C)C)C)=O)CC(C)C)CCCCCC)=O)[C@H](C)O)=O